1-butyl-2,3-dimethylimidazolium hydrogensulfate S(=O)(=O)(O)[O-].C(CCC)N1C(=[N+](C=C1)C)C